3-dihydroxydodecanoyl-2,8-dihydroxydodecanoyl-glycerol OC(CCCCCCCCCCC(=O)C(C(C(=O)C(O)C(O)CO)O)CCCCC(CCCC)O)O